ClC=1C(=C2C=NN(C2=CC1C)C1OCCCC1)C=1C(=NN(C1C)C1CC2(CN(C2)C(=O)OC(C)(C)C)C1)C=1N(N=CC1)CC1CC1 tert-butyl 6-(4-(5-chloro-6-methyl-1-(tetrahydro-2H-pyran-2-yl)-1H-indazol-4-yl)-2'-(cyclopropylmethyl)-5-methyl-1H,2'H-[3,3'-bipyrazol]-1-yl)-2-azaspiro[3.3]heptane-2-carboxylate